ClC=1C(=NC(=NC1)N1C[C@@H](CC1)CC)NC1=CC=2C3=C(C(N(C2C=C1)C)=O)OCC([C@@H](N3)C3CC3)(F)F (S)-10-((5-chloro-2-((R)-3-ethylpyrrolidin-1-yl)pyrimidin-4-yl)amino)-2-cyclopropyl-3,3-difluoro-7-methyl-1,2,3,4-tetrahydro-[1,4]oxazepino[2,3-c]quinolin-6(7H)-one